5-ethyl-5-methyl-barbituric acid C(C)C1(C(NC(NC1=O)=O)=O)C